O1CCN(CC1)[C@@H](COC1=CC=C(C=C1)CC(=O)OC)C methyl 2-[4-((2R)-2-morpholinopropoxy)phenyl]acetate